C1(CC1)C1=NN=C2N1CCC(C2)CN2CC(CC2)C2=CNC1=CC=CC=C21 3-(1-((3-cyclopropyl-5H,6H,7H,8H-[1,2,4]triazolo[4,3-a]pyridin-7-yl)methyl)pyrrolidin-3-yl)-1H-indole